4-cyclopropoxy-N-(3,5-difluoro-4-((6-methoxy-7-(3-morpholinopropoxy)quinolin-4-yl)oxy)phenyl)pyridine-3-carboxamide C1(CC1)OC1=C(C=NC=C1)C(=O)NC1=CC(=C(C(=C1)F)OC1=CC=NC2=CC(=C(C=C12)OC)OCCCN1CCOCC1)F